3-methoxy-4-nitro-5-(oxazol-2-ylmethylamino)benzoic acid ethyl ester C(C)OC(C1=CC(=C(C(=C1)NCC=1OC=CN1)[N+](=O)[O-])OC)=O